BrC=1N(C2=NC=NC(=C2N1)OC1(CC1)C)C1OCCCC1 8-bromo-6-(1-methylcyclopropoxy)-9-(tetrahydro-2H-pyran-2-yl)-9H-purine